FC1=C(C=C(C=C1)C=1C=CC=NC1OC)C 5-(4-Fluoro-3-methylphenyl)-6-methoxypyridin